CC1(C2C(N(C(C12)=O)CC1=CC2=NC=CC(=C2S1)C1=C(C(=NC(=C1)C(F)(F)F)C)CC1CN(CC1)C(=O)OC(C)(C)C)=O)C Tert-Butyl 3-((4-(2-((6,6-Dimethyl-2,4-Dioxo-3-Azabicyclo[3.1.0]Hexan-3-Yl)Methyl)Thieno[3,2-B]Pyridin-7-Yl)-2-Methyl-6-(Trifluoromethyl)Pyridin-3-Yl)Methyl)Pyrrolidine-1-Carboxylate